1,1'-(3,3'-dimethyl[1,1'-biphenyl]-4,4'-diyl)bis{4-amino-3-[(E)-diazenyl]naphthalene-1-sulfonamide} CC=1C=C(C=CC1C1(CC(=C(C2=CC=CC=C12)N)\N=N\[H])S(=O)(=O)N)C1=CC(=C(C=C1)C1(CC(=C(C2=CC=CC=C12)N)\N=N\[H])S(=O)(=O)N)C